C(C)(C)(C)OC(=O)N1C(CC(CC1)(C)O)C 4-hydroxy-2,4-dimethylpiperidine-1-carboxylic acid tert-butyl ester